FC=1C=C(C=CC1OC1=C2C(=NC=C1)NC(N2)=O)NC(=O)C=2C=NN(C2C(F)(F)F)C2=CC=CC=C2 N-(3-fluoro-4-((2-oxo-2,3-dihydro-1H-imidazo[4,5-b]pyridine-7-yl)oxy)phenyl)-1-phenyl-5-(trifluoromethyl)-1H-pyrazole-4-carboxamide